(5-amino-8-chloroquinolin-6-yl)-[1-(oxan-2-yl)indazol-4-yl]methanone NC1=C2C=CC=NC2=C(C=C1C(=O)C1=C2C=NN(C2=CC=C1)C1OCCCC1)Cl